BrC(C(=O)OCCC(=O)OC)C (3-Methoxy-3-oxo-propyl) 2-bromopropionate